5-((2-aminopyridin-3-yl)methoxy)-N-(4-(hydroxymethyl)tetrahydro-2H-pyran-4-yl)-2-methylbenzofuran-3-carboxamide NC1=NC=CC=C1COC=1C=CC2=C(C(=C(O2)C)C(=O)NC2(CCOCC2)CO)C1